BrC1=CC=C(C=C1)C=1C(=NC(=NC1)Cl)N (4-bromophenyl)-2-chloropyrimidin-4-amine